C=1N=CN2C1C1=CC=CC=C1[C@H]2[C@@H]2[C@H](C1=CC=C(C=C1CC2)S(=O)(=O)C)O (1R,2R)-2-((R)-5H-imidazo[5,1-a]isoindol-5-yl)-6-(methylsulfonyl)-1,2,3,4-tetrahydronaphthalen-1-ol